C(C1=CC=CC=C1)N1C2=C(SCC1=O)C=CC(=C2)NC(NC2=CNC1=CC=C(C=C21)C=2C=C(C(=O)N)C=CC2)=O 3-(3-(3-(4-benzyl-3-oxo-3,4-dihydro-2H-benzo[b][1,4]thiazin-6-yl)ureido)-1H-indol-5-yl)benzamide